N-(3,4-dimethoxyphenylethyl)acrylamide COC=1C=C(C=CC1OC)CCNC(C=C)=O